N1CC(C1)N1N=CC(=C1)C1=C(C=C(C=C1)NC(CC1=C(C=CC=C1)Cl)=O)S(N)(=O)=O N-{4-[1-(azetidin-3-yl)-1H-pyrazol-4-yl]-3-sulfamoylphenyl}-2-(2-chlorophenyl)acetamide